FC(C=1C=NN(C1)C1=CC=C(C=N1)S(=O)(=O)NC=1C=CC=C2C=NN(C12)C=C)(F)F 6-(4-(TRIFLUOROMETHYL)-1H-PYRAZOL-1-YL)-N-(1-VINYL-1H-INDAZOL-7-YL)PYRIDINE-3-SULFONAMIDE